OCC1=CC=C(C=C1)C1=CN=C(N1)C1NCCCC1 2-(5-(4-(hydroxymethyl)phenyl)-1H-imidazol-2-yl)piperidin